1-methoxy-3-methyl-1-[[4-[5-(trifluoromethyl)-1,2,4-oxa-diazol-3-yl]phenyl]methyl]urea CON(C(=O)NC)CC1=CC=C(C=C1)C1=NOC(=N1)C(F)(F)F